COC=1C(=CC=C2CN(C(C12)=O)C1C(NC(CC1)=O)=O)OC(F)(F)F 3-(7-methoxy-1-oxo-6-(trifluoromethoxy)isoindolin-2-yl)piperidine-2,6-dione